6-(4-cyclopropyl-6-methoxypyrimidin-5-yl)-1-((6-(5-methoxy-3-(trifluoromethyl)-1H-pyrazol-1-yl)pyridin-3-yl)methyl)-1H-pyrazolo[3,4-d]pyrimidine C1(CC1)C1=NC=NC(=C1C1=NC=C2C(=N1)N(N=C2)CC=2C=NC(=CC2)N2N=C(C=C2OC)C(F)(F)F)OC